CC1=NC=CC(=C1)C(=O)NC1CCC2=CC(=CC=C12)C(NCC#C)=O 2-methyl-N-[5-[(prop-2-yn-1-yl)carbamoyl]-2,3-dihydro-1H-inden-1-yl]pyridine-4-carboxamide